CC1=C(C(=CC=C1)OC)O METHYL-GUAIACOL